The molecule is a 5-chloro-2-methyl-2,3,3a,12b-tetrahydrodibenzo[2,3:6,7]oxepino[4,5-c]pyrrole in which both of the stereocentres have R configuration. It is a conjugate base of a (R,R)-asenapine(1+). It is an enantiomer of a (S,S)-asenapine. CN1C[C@@H]2[C@@H](C1)C3=C(C=CC(=C3)Cl)OC4=CC=CC=C24